C(C)(SCC#CC1=CC=C(C=C1)OC)=O S-(3-(4-methoxyphenyl)prop-2-yn-1-yl) ethanethioate